3,7-dimethyl-1-(5-oxohexyl)-1H-purine-2,6(3H,7H)-dione CN1C(N(C(C=2N(C=NC12)C)=O)CCCCC(C)=O)=O